BrN[C@@H](CC1=CC=C(C=C1)O)C(=O)O bromo-L-tyrosine